Methyl 2-(2-(2-(4-((tetrahydro-2H-pyran-4-carboxamido)methyl)phenyl) thiazole-4-carboxamido)acrylamido)acrylate O1CCC(CC1)C(=O)NCC1=CC=C(C=C1)C=1SC=C(N1)C(=O)NC(C(=O)NC(C(=O)OC)=C)=C